5-fluoro-N1-(2-methylbenzyl)benzene-1,2-diamine FC1=CC=C(C(=C1)NCC1=C(C=CC=C1)C)N